4-(5-(4-fluoropiperidin-1-carbonyl)-4-methyl-1H-pyrrolo[2,3-b]pyridin-1-yl)benzonitrile FC1CCN(CC1)C(=O)C=1C(=C2C(=NC1)N(C=C2)C2=CC=C(C#N)C=C2)C